FC1(CCC(CC1)N1N=C(C2=C1SC(=C2)C(=O)NC2CCC(CC2)N2CC(CC2)(F)F)C)F 1-(4,4-difluorocyclohexyl)-N-((1r,4r)-4-(3,3-difluoropyrrolidin-1-yl)cyclohexyl)-3-methyl-1H-thieno[2,3-c]pyrazole-5-carboxamide